BrC1=NC=CC(=C1F)CN1CC(C1)(O)C 1-((2-bromo-3-fluoropyridin-4-yl)methyl)-3-methylazetidin-3-ol